4-(5-(3,5-dimethylisoxazol-4-yl)-1-(1-methyl-6-oxo-1,6-dihydropyridin-3-yl)-1H-pyrrolo[2,3-b]pyridin-3-yl)-3-(trifluoromethoxy)benzoic acid CC1=NOC(=C1C=1C=C2C(=NC1)N(C=C2C2=C(C=C(C(=O)O)C=C2)OC(F)(F)F)C2=CN(C(C=C2)=O)C)C